(S)-1-(3,4-difluorobenzyl)-N-(isopropyl-4-methyl-5-oxo-4,5,6,7-tetrahydro-1H-pyrazolo[3,4-b][1,4]oxazepin-6-yl)-1H-imidazole-4-carboxamide FC=1C=C(CN2C=NC(=C2)C(=O)N[C@@H]2C(N(C3=C(OC2)N(N=C3)C(C)C)C)=O)C=CC1F